C(C)(C)(C)OC(=O)N1C(CN(CC1)C=1C=NN2C1C=CC(=C2)C=2C=NN(C2)C)C 2-methyl-4-(6-(1-methyl-1H-pyrazol-4-yl)pyrazolo[1,5-a]pyridin-3-yl)piperazine-1-carboxylic acid tert-butyl ester